NC=1C=C(CNC(NC2=CC(=C(C=C2)C2=CN=C(S2)C2=CC=C(C=C2)NC(OC(C)C)=O)S(NC(C)(C)C)(=O)=O)=O)C=CC1 isopropyl (4-(5-(4-(3-(3-aminobenzyl)ureido)-2-(N-(tert-butyl)sulfamoyl)phenyl)thiazol-2-yl)phenyl)carbamate